Butadi-en C=CC=C